7-methoxy-4-(3-methoxy-5-(3-methyl-1H-pyrazol-1-yl)phenoxy)quinoline-6-carboxamide COC1=C(C=C2C(=CC=NC2=C1)OC1=CC(=CC(=C1)N1N=C(C=C1)C)OC)C(=O)N